ClC1=NC(=CC(=C1)C=1C(=NN2C1N=C(C=C2)NS(N)(=O)=O)C2=CC(=CC=C2)C#N)C (2-chloro-6-methyl-4-pyridinyl)-2-(3-cyanophenyl)-5-(sulfamoylamino)pyrazolo[1,5-a]pyrimidine